C(CCCC)C=O pentane-1-carbaldehyde